2-(4-cyclopropyl-6-methoxypyrimidin-5-yl)-6-(1-methyl-1,2,4-triazol-3-yl)pyrido[2,3-d]pyrimidin-7-one C1(CC1)C1=NC=NC(=C1C=1N=CC=2C(N1)=NC(C(C2)C2=NN(C=N2)C)=O)OC